Methoxy-5-(3-methyl-2,3-dihydro-1,4-benzodioxin-2-yl)phenol COC1=C(C=C(C=C1)C1C(OC2=C(O1)C=CC=C2)C)O